CC1=C(C=CC(=C1)C)SC1=C(C=CC=C1)S(=O)C1=C(C=CC=C1)N1CCNCC1 1-(2-((2-((2,4-dimethylphenyl)mercapto)phenyl)sulfinyl)phenyl)piperazine